Ethanethioat C(C)([O-])=S